O=C1NC=C(C=C1C=1C=NC=CC1)C(=O)O 2-oxo-1,2-dihydro-[3,3'-bipyridine]-5-carboxylic acid